3,6-bis(methylthio)-1,2,4,5-tetrazine CSC=1N=NC(=NN1)SC